ClC1=C(C=C(C=C1)C#N)NC(C1=C(C=C(C=C1)C(F)(F)F)OC1=C(C=C(C=C1)F)C)=O N-(2-chloro-5-cyanophenyl)-2-(4-fluoro-2-methylphenoxy)-4-(trifluoromethyl)benzamide